tert-Butyl N-[[6-[2-chloro-3-[2-chloro-3-(3-formyl-4-oxo-pyrido[1,2-a]pyrimidin-8-yl)phenyl]phenyl]-2-methoxy-3-pyridyl]methyl]-N-[[(2S)-5-oxopyrrolidin-2-yl]methyl]carbamate ClC1=C(C=CC=C1C1=C(C(=CC=C1)C1=CC=2N(C(C(=CN2)C=O)=O)C=C1)Cl)C1=CC=C(C(=N1)OC)CN(C(OC(C)(C)C)=O)C[C@H]1NC(CC1)=O